CC1=C(C=CC(=C1)S(N[C@H](C)C1CCNCC1)(=O)=O)NC(CC1=CC=CC=C1)=O (R)-N-(2-methyl-4-(N-(1-(piperidin-4-yl)ethyl)sulfamoyl)phenyl)-2-phenylacetamide